C(C)(C)(C)OC(CC1CC(C1)C(=O)O)=O 3-(2-(t-butoxy)-2-oxoethyl)cyclobutane-1-carboxylic acid